Br[SiH]1C[SiH](C1)C 1-bromo-3-methyl-1,3-disilacyclobutane